17-amino-5-oxo-6-aza-3,9,12,15-tetraoxoheptadecanoic acid NCCC(CCC(CCC(CCNC(CC(CC(=O)O)=O)=O)=O)=O)=O